O=C1NC(CCC1N1CC2=CC=C(C=C2C1=O)C1CCN(CC1)CC1CCN(CC1)C(=O)OC(C)(C)C)=O Tert-butyl 4-[[4-[2-(2,6-dioxo-3-piperidyl)-3-oxo-isoindolin-5-yl]-1-piperidyl]methyl]piperidine-1-carboxylate